(Z)-4-(2-Ethoxyvinyl)-6-((5-oxopyrrolidin-2-yl)methoxy)pyrido[3,4-g]isoquinolin-1(2H)-one C(C)O\C=C/C1=CNC(C2=CC=3C=CN=C(C3C=C21)OCC2NC(CC2)=O)=O